N-(2-aminophenyl)-5-[(5-{[2-chloro-4-(phenyloxy)phenyl]carbonyl}-7H-pyrrolo[2,3-d]pyrimidin-4-yl)amino]pentanamide NC1=C(C=CC=C1)NC(CCCCNC=1C2=C(N=CN1)NC=C2C(=O)C2=C(C=C(C=C2)OC2=CC=CC=C2)Cl)=O